1,3,5-triaminocyclohexane NC1CC(CC(C1)N)N